S-[3-(4-tert-butoxy-2,3,5,6-tetrafluoroanilino)propyl] ethanethioate C(C)(SCCCNC1=C(C(=C(C(=C1F)F)OC(C)(C)C)F)F)=O